C1=CC=C(C(=C1)CC(=O)O)NC2=C(C=CC=C2Cl)Cl The molecule is a monocarboxylic acid consisting of phenylacetic acid having a (2,6-dichlorophenyl)amino group at the 2-position. It has a role as a non-narcotic analgesic, an antipyretic, an EC 1.14.99.1 (prostaglandin-endoperoxide synthase) inhibitor, a xenobiotic, an environmental contaminant, a drug allergen and a non-steroidal anti-inflammatory drug. It is a secondary amino compound, an amino acid, a dichlorobenzene, an aromatic amine and a monocarboxylic acid. It derives from a phenylacetic acid and a diphenylamine. It is a conjugate acid of a diclofenac(1-).